dicyclohexyl-naphthalamide C1(CCCCC1)C=1C(=C(C2=CC=CC=C2C1)C(=O)N)C1CCCCC1